C1(CC1)CN1C=CC=2C(=CC(=CC12)I)NC1CCN(CC1)C 1-(cyclopropylmethyl)-6-iodo-N-(1-methyl-4-piperidyl)indol-4-amine